O1C(C1)CCCCCC(CCCCCC1OC1)=O 1,11-bis(oxiran-2-yl)undecan-6-one